CC1CCN(CC1)C1=NC(=CC=C1CN)C(F)(F)F (2-(4-methylpiperidin-1-yl)-6-(trifluoromethyl)pyridin-3-yl)methylamine